3-ethoxy-1,3,5-trimethyl-8-[[(1R)-1-[3-(1,1-difluoro-2-hydroxy-ethyl)-2-methyl-phenyl]ethyl]amino]pyrrolo[2,3-g]phthalazin-2-one C(C)OC1(C(N(C2=CC=3C(=NN=C(C3C=C21)C)N[C@H](C)C2=C(C(=CC=C2)C(CO)(F)F)C)C)=O)C